methyl-2-pyridinone CC=1C(NC=CC1)=O